tert-butyl (S)-4-(4-chloro-6-methylpyridin-2-yl)-2-methylpiperazine-1-carboxylate ClC1=CC(=NC(=C1)C)N1C[C@@H](N(CC1)C(=O)OC(C)(C)C)C